(Z)-1-(3-(5-methyl-2-((2,2,2-trifluoroethoxy)methyl)phenyl)-4-oxothiazolidin-2-ylidene)-3-(4-(5-phenyl-1H-1,2,4-triazol-3-yl)phenyl)urea CC=1C=CC(=C(C1)N1/C(/SCC1=O)=N/C(=O)NC1=CC=C(C=C1)C1=NNC(=N1)C1=CC=CC=C1)COCC(F)(F)F